ClCC=1C=NN(C1)C1=NC=CC(=C1)C 2-(4-(chloromethyl)-1H-pyrazol-1-yl)-4-methylpyridine